FC(C1=CC=C(CN2CCNCC2)C=C1)(F)F 1-(4-(trifluoromethyl)benzyl)piperazine